[C@@H]1([C@H](O)[C@H](O)[C@@H](CO)S1)N1C=NC=2C(N)=NC=NC12 L-4'-thioadenosine